4-(3-chloro-2-fluoro-6-methoxyphenyl)-6-methyl-N-(5-(methyl-(2-(N-methylacetamido)ethyl)amino)-1,3,4-thiadiazol-2-yl)nicotinamide ClC=1C(=C(C(=CC1)OC)C1=CC(=NC=C1C(=O)NC=1SC(=NN1)N(CCN(C(C)=O)C)C)C)F